IC=1C=NC(=NC1)N(COCC[Si](C)(C)C)C=1SC(=CN1)C1=NC(=NC=C1)OC1CCC2(COC2)CC1 5-iodo-N-[5-(2-{2-oxaspiro[3.5]nonan-7-yloxy}pyrimidin-4-yl)-1,3-thiazol-2-yl]-N-{[2-(trimethylsilyl)ethoxy]methyl}pyrimidin-2-amine